CC([C@H]1CC[C@H]2[C@@H]3CC[C@@H]4CC(CC[C@]4(C)[C@H]3CC[C@]12C)=O)=O 5β-Pregnane-3,20-dione